C(C)C1=C(C(=CC(=C1)CC)CC)P(C1=CC=C(C=C1)C=C)C1=C(C=C(C=C1CC)CC)CC di(2,4,6-triethylphenyl)(4-vinylphenyl)phosphorus